(2S,3R)-3-((2R,3S)-3-methoxypentan-2-yl)oxirane-2-carbaldehyde CO[C@H]([C@@H](C)[C@@H]1[C@H](O1)C=O)CC